FC=1C(=NC=NC1)C1=CN=C(S1)NC1=CC2=C(C=N1)N=CN2CCC2(N(CCOC2)C(C=C)=O)C(=O)N [2-[6-[[5-(5-fluoropyrimidin-4-yl)thiazol-2-yl]amino]imidazo[4,5-c]pyridin-1-yl]ethyl]-4-prop-2-enoyl-morpholine-3-carboxamide